C(C=C)(=O)N1C[C@@H](N(C[C@H]1C)C1=NC(N2C3=C(C(=C(C=C13)Cl)C1=C(C=C(C=C1)F)F)OC[C@H]2CN2CCN(CC2)C)=O)C (3R)-7-((2S,5R)-4-acryloyl-2,5-dimethylpiperazin-1-yl)-9-chloro-10-(2,4-difluorophenyl)-3-((4-methylpiperazin-1-yl)methyl)-2H-[1,4]oxazino[2,3,4-ij]quinazolin-5(3H)-one